6-bromo-N-(5-cyano-1H-indol-3-yl)-5-fluoro-1-(oxetan-3-yl)indole-3-carboxamide BrC1=C(C=C2C(=CN(C2=C1)C1COC1)C(=O)NC1=CNC2=CC=C(C=C12)C#N)F